CNCC1C[C@H]([C@H](N1C(=O)OCC1=CC=CC=C1)C(=O)OC)CCCB1OC(C(O1)(C)C)(C)C 1-benzyl 2-methyl (2S,3R)-5-((methylamino)methyl)-3-(3-(4,4,5,5-tetramethyl-1,3,2-dioxaborolan-2-yl)propyl)pyrrolidine-1,2-dicarboxylate